NC=1C(=C(C=C2C=C(N=CC12)NC(OC1CC(C1)N1CC(C1)(F)F)=O)C1=C(C2=C(OCCN2)N=C1)C)F 3-(3,3-Difluoroazetidin-1-yl)cyclobutyl (8-amino-7-fluoro-6-(8-methyl-2,3-dihydro-1H-pyrido[2,3-b][1,4]oxazin-7-yl)isoquinolin-3-yl)carbamate